C(CC)[N+]=1N(C=CC1)CCC 1,2-dipropylpyrazolium